4-Chlorothieno[2,3-C]pyridine-2-carboxylic acid ClC1=C2C(=CN=C1)SC(=C2)C(=O)O